C1(=CC=CC=C1)[Se]C(C(=O)C1=C(C=C(C=C1F)F)F)[Se]C1=CC=CC=C1 2,2-Bis(phenylselanyl)-1-(2,4,6-trifluorophenyl)ethane-1-one